ethyl 3-(4-bromophenyl)-2,2-difluoro-3-methylsulfanylcarbothioyloxy-propanoate BrC1=CC=C(C=C1)C(C(C(=O)OCC)(F)F)OC(=S)SC